C(C1=CC=CC=C1)C1(C[C@@H]2[C@@H](CN(C2)CC(O)C2=CC=C(C=C2)O)C1)F rac-4-(2-((3aR,5r,6aS)-5-benzyl-5-fluorohexahydrocyclopenta[c]pyrrol-2(1H)-yl)-1-hydroxyethyl)phenol